C(C)(C)OC1=CC(=NC=C1)C1=NN=C(S1)NC1=NC=C(C=C1)OC 5-(4-isopropoxy-pyridin-2-yl)-N-(5-methoxy-pyridin-2-yl)-1,3,4-thiadiazol-2-amine